N-(1-(3-(1-ethyl-1H-pyrazol-3-yl)-5-(1-methyl-1H-pyrazol-4-yl)phenyl)cyclopropyl)-2-methyl-5-((1R,4R)-5-methyl-2,5-diazabicyclo[2.2.1]heptan-2-yl)benzamide C(C)N1N=C(C=C1)C=1C=C(C=C(C1)C=1C=NN(C1)C)C1(CC1)NC(C1=C(C=CC(=C1)N1[C@H]2CN([C@@H](C1)C2)C)C)=O